Cl[C@H](C(=O)Cl)F (R)-2-chloro-2-fluoroacetylchloride